FC=1C=CC(=C(C1)[C@@H](N1C(C2=CC(=CC=C2C1)N1CCN(CC1)C)=O)C=1NC2=CC=CC=C2C1)O (R)-2-((5-fluoro-2-hydroxyphenyl)(1H-indol-2-yl)methyl)-6-(4-methylpiperazin-1-yl)isoindolin-1-one